N-(1,3-Benzothiazol-2-ylmethyl)-2-(1,4-dioxo-3,4-dihydro-2(1H)-phthalazinyl)acetamide S1C(=NC2=C1C=CC=C2)CNC(CN2C(C1=CC=CC=C1C(N2)=O)=O)=O